C(C)NC(=O)N1C[C@@H]2CN(C[C@@H]2C1)C1=CC=C(C=C1)N1C[C@@H](CC1)O cis-N-Ethyl-5-(4-((R)-3-hydroxypyrrolidin-1-yl)phenyl)-hexahydropyrrolo[3,4-c]pyrrole-2(1H)-carboxamide